4-[2-[4-hydroxy-3,5-bis(hydroxymethyl)phenyl]prop-2-yl]-2,6-bis(hydroxymethyl)phenol OC1=C(C=C(C=C1CO)C(C)(C)C1=CC(=C(C(=C1)CO)O)CO)CO